OC1=C(C=C(C=O)C=C1)CCOC 4-Hydroxy-3-(2-methoxy-ethyl)benzaldehyde